4-(4-(4-chlorophenoxy)phenoxy)-4-oxobutanoic acid ClC1=CC=C(OC2=CC=C(OC(CCC(=O)O)=O)C=C2)C=C1